adamantanetetracarboxylic acid copper [Cu].C12(C(C3(CC(CC(C1)C3)C2)C(=O)O)(C(=O)O)C(=O)O)C(=O)O